C(C(C)C)OC=C(C)C1=CC=C(C=C1)C(=COCCOCCC)C 1-(1-isobutoxyprop-1-en-2-yl)-4-(1-(2-propoxyethoxy)prop-1-en-2-yl)benzene